ClC1=C(C=NN1[C@@H]1[C@H](CNCC1)F)C1(NC=C(C(=N1)NC1CC1)C(F)(F)F)N 2-(5-chloro-1-((3s,4s)-3-fluoropiperidin-4-yl)-1H-pyrazol-4-yl)-N4-cyclopropyl-5-(trifluoromethyl)pyrimidine-2,4-diamine